C(C1=CC=CC=C1)O[C@@H](CCOCCOCC=1SC(=CN1)Br)C 2-[2-[(3R)-3-benzyloxybutoxy]ethoxymethyl]-5-bromo-thiazole